FC(S(=O)(=O)N1C[C@@H](C[C@@H](C1)C)NC(CC1=NC=C2C=CC(=NC2=C1)C1=NC(=CC=C1)N1C[C@@H](O[C@@H](C1)C)C)=O)F N-((3R,5S)-1-((difluoromethyl)sulfonyl)-5-methylpiperidin-3-yl)-2-(2-(6-((cis)-2,6-dimethylmorpholino)pyridin-2-yl)-1,6-naphthyridin-7-yl)acetamide